FC1([C@@H]([C@H](CCC1)N([C@@H]1CN(CC1)C(C)C)C)N)F (1S,2R)-3,3-Difluoro-N1-methyl-N1-[(3S)-1-(propan-2-yl)pyrrolidin-3-yl]cyclohexan-1,2-diamine